(3-bromophenyl)-2,2-dimethylpropionate BrC=1C=C(C=CC1)OC(C(C)(C)C)=O